N-allyl-4-butylaniline C(C=C)NC1=CC=C(C=C1)CCCC